CC1(OC1)C1=CC=C(C=C1)C1(OC1)C 1,4-bis(2-methyloxiran-2-yl)benzene